COC1CCN(C1)C(=O)[O-] 4-methoxypyrrolidine-1-carboxylate